CSC(C(=O)N1C(CCCC1)C=1NC=C(N1)C=1SC(=CC1)C(F)(F)F)C 2-(methylsulfanyl)-1-(2-(4-(5-(trifluoromethyl)thiophen-2-yl)-1H-imidazol-2-yl)piperidin-1-yl)propan-1-one